OCCCCC1CCN(CC1)C(=O)C=1C=CC(=C(C1)N1C(NC(CC1)=O)=O)OC 1-(5-(4-(4-Hydroxybutyl)piperidine-1-carbonyl)-2-methoxyphenyl)dihydropyrimidine-2,4(1H,3H)-dione